N1(N=CC=C1)CC1OC=CCOC1 ((1H-pyrazol-1-yl)methyl)-3,4-dihydro-2H-[1,4]dioxepin